(S)-2-((1-(5-(3,5-dimethylphenyl)-1,3,4-thiadiazol-2-yl)ethyl)carbamoyl)-4-methoxypyridin-3-yl ethyl carbonate C(OC=1C(=NC=CC1OC)C(N[C@@H](C)C=1SC(=NN1)C1=CC(=CC(=C1)C)C)=O)(OCC)=O